C(C)(C)(C)OC(=O)N1C(N(C=C1)CCCCCN1CCN(CC1)C1=CC=C(C=C1)F)=O tert-butyl-3-(5-(4-(4-fluorophenyl)piperazin-1-yl)pentyl)-2-oxo-2,3-dihydro-1H-imidazole-1-carboxylate